9-(4-bromophenyl)-9-(4-chlorophenyl)-9H-fluorene BrC1=CC=C(C=C1)C1(C2=CC=CC=C2C=2C=CC=CC12)C1=CC=C(C=C1)Cl